CC1(OC=2C(=NC(=CC2)C=2C(=CC(=NC2)NC(C)=O)NC2=NC(=CC(=C2)N2C[C@@H](CC2)C)S(=O)(=O)C)OC1)C (R)-N-(5-(2,2-dimethyl-2,3-dihydro-[1,4]dioxino[2,3-b]pyridin-6-yl)-4-((4-(3-methylpyrrolidin-1-yl)-6-(methylsulfonyl)pyridin-2-yl)amino)pyridin-2-yl)acetamide